NC1=CC(=C(C=C1)O)CN1CCCC1 4-amino-2-(pyrrolidine-1-ylmethyl)-phenol